2-(2,5-dihydroxy-3-(4-hydroxy-2-sulfophenylaminocarbonyl)benzamido)-5-hydroxybenzenesulfonic acid OC1=C(C(=O)NC2=C(C=C(C=C2)O)S(=O)(=O)O)C=C(C=C1C(=O)NC1=C(C=C(C=C1)O)S(=O)(=O)O)O